O[C@H]1C(OC([C@@H]([C@H]1O)OC)(C)C)OC=1C=CC(=C(C1)C1=CC=C(C=C1)O)CCNC(C)=O N-(2-(5-(((3R,4S,5R)-3,4-dihydroxy-5-methoxy-6,6-dimethyltetrahydro-2H-pyran-2-yl)oxy)-4'-hydroxy-[1,1'-biphenyl]-2-yl)ethyl)acetamide